FC(C1C(CN(CC1)C(=O)OC(C)(C)C)(C(=O)OC)C)F 1-(tert-butyl) 3-methyl 4-(difluoromethyl)-3-methylpiperidine-1,3-dicarboxylate